B(O)(O)O.N(CCO)(CCO)CCO triethanolamine borate salt